CC1(C(CC2=CC=C3C=CC(C4=CCC1C2=C43)=O)=O)C 3,3-dimethyldihydro-2H-pyren-2,6(3H)-dione